2-bromo-3,5,6-trimethylpyrazine BrC1=NC(=C(N=C1C)C)C